C(C)N(CCCC(=O)NC1=CC2=C(N3C(S2)=NC(=C3)C3=C(C=C(C(=O)NC)C=C3)F)C=C1)CC 4-(7-(4-(diethylamino)butanamido)benzo[d]imidazo[2,1-b]thiazol-2-yl)-3-fluoro-N-methylbenzamide